FC(CN1N=CC2=C1N=C(N(C2=O)CCC)N2CCC1(CCN(C1)C1=NC(=NC(=C1)C(F)(F)F)C)CC2)F 1-(2,2-difluoroethyl)-6-(2-(2-methyl-6-(trifluoromethyl)pyrimidin-4-yl)-2,8-diazaspiro[4.5]decan-8-yl)-5-propyl-1,5-dihydro-4H-pyrazolo[3,4-d]pyrimidin-4-one